bis((Z)-3-hexen-1-oxy)methane C(C\C=C/CC)OCOCC\C=C/CC